4-{4-[5-chloro-1-(1-cyclopropyl-1H-pyrazol-4-yl)-1H-indazol-6-yl]piperazin-1-yl}oxolan-3-ol ClC=1C=C2C=NN(C2=CC1N1CCN(CC1)C1C(COC1)O)C=1C=NN(C1)C1CC1